FC1(C(CNCC1C)N1C(C2=CC=CC=C2C1=O)=O)F 2-(4,4-difluoro-5-methyl-3-piperidyl)isoindoline-1,3-dione